C(=O)O.NC1=NC=CC2=CC(=CC=C12)C=1C(=CC(=C(C1)B(O)O)OC)N1N=CC=C1 [5-(1-amino-6-isoquinolyl)-2-methoxy-4-pyrazol-1-yl-phenyl]boronic acid formic acid salt